2-(1-methylpiperidin-4-yl)-N-(2-(morpholinesulfonyl)ethyl)pyrido[3,4-d]pyrimidin-4-amine CN1CCC(CC1)C=1N=C(C2=C(N1)C=NC=C2)NCCS(=O)(=O)N2CCOCC2